6-Bromo-7-fluoronaphthalene-1,3-diol BrC=1C=C2C=C(C=C(C2=CC1F)O)O